2,4,6-trimethoxyphenyl-4-methoxy-3-aminobenzyl sulfone COC1=C(C(=CC(=C1)OC)OC)C(C1=CC(=C(C=C1)OC)N)S(=O)(=O)C(C1=CC(=C(C=C1)OC)N)C1=C(C=C(C=C1OC)OC)OC